CC([C@H](C)OC1=CC=C(C=C1)[C@@H](CC(=O)O)C#CC)C (3R)-3-(4-{[(2S)-3-methylbut-2-yl]oxy}phenyl)hex-4-ynoic acid